C1(=CC=CC=C1)N(C(CC)=O)C1CCN(CC1)C1=C(C=CC=C1)CN1CCNCC1 N-phenyl-N-(1-(2-(piperazin-1-ylmethyl)phenyl)piperidin-4-yl)propanamide